FC1=C(N=C(C2=C1N=C(N=C2)S(=O)C)N(C=2C=NN(C2)C2=CC=NC=C2)C)C2=CC(=CC1=CC=C(C(=C21)C#C[Si](C(C)C)(C(C)C)C(C)C)F)OCOC 8-fluoro-7-(7-fluoro-3-(methoxymethoxy)-8-((triisopropylsilyl)ethynyl)naphthalen-1-yl)-N-methyl-2-(methylsulfinyl)-N-(1-(pyridin-4-yl)-1H-pyrazol-4-yl)pyrido[4,3-d]pyrimidin-5-amine